NC=1C(=NC(=CN1)C1=CC=C(C=C1)N1[C@@H](CN(CC1)C)C)C=1C=C2CCNC(C2=CC1)=O (R)-6-(3-amino-6-(4-(2,4-dimethylpiperazin-1-yl)phenyl)pyrazin-2-yl)-3,4-dihydroisoquinolin-1(2H)-one